(S)-4-(6-Amino-5-methoxypyridin-2-yl)-N-(5-chloro-3-methyl-1H-pyrazol-4-yl)-5-fluoro-2-((1,1,1-trifluoropropan-2-yl)oxy)benzamide NC1=C(C=CC(=N1)C1=CC(=C(C(=O)NC=2C(=NNC2Cl)C)C=C1F)O[C@H](C(F)(F)F)C)OC